Cl.FC1=CC(=CC2=C1N=C(S2)C2CCNCC2)C=2C=C(C=1N(N2)C=C(N1)C)N 6-[4-Fluoro-2-(piperidin-4-yl)-1,3-benzothiazol-6-yl]-2-methylimidazo[1,2-b]pyridazin-8-amin-Hydrochlorid